1-(4-((1-cyclobutylpiperidin-4-yl)oxy)phenyl)-3-(2-(pyrrolidin-1-yl)ethyl)thiourea C1(CCC1)N1CCC(CC1)OC1=CC=C(C=C1)NC(=S)NCCN1CCCC1